N-((5-fluoro-2,3-dihydrobenzofuran-4-yl)methyl)-8-(6-fluoro-3-methylimidazo[1,2-a]pyridin-8-yl)-[1,2,4]triazolo[4,3-c]pyrimidin-5-amine FC=1C=CC2=C(CCO2)C1CNC1=NC=C(C=2N1C=NN2)C=2C=1N(C=C(C2)F)C(=CN1)C